tert-butyl 2-(6-bromo-1-(2-(2-methoxyphenyl)-2-((tetrahydro-2H-pyran-4-yl) oxy) ethyl)-5-methyl-2,4-dioxo-1,2-dihydrothieno[2,3-d]pyrimidin-3(4H)-yl)-2-methylpropionate BrC1=C(C2=C(N(C(N(C2=O)C(C(=O)OC(C)(C)C)(C)C)=O)CC(OC2CCOCC2)C2=C(C=CC=C2)OC)S1)C